methyl (2S)-2-((tert-butoxycarbonyl)amino)-4-(methyl(2-(2-(5,6,7,8-tetrahydro-1,8-naphthyridin-2-yl)ethyl)cyclopropyl)amino)butanoate C(C)(C)(C)OC(=O)N[C@H](C(=O)OC)CCN(C1C(C1)CCC1=NC=2NCCCC2C=C1)C